C(CCC)[Sn](C=1SC=C(C1)CC(CCCCCCCC)CCCCCCCC)(CCCC)CCCC tributyl-(4-(2-octyl-decyl)thiophene-2-yl)stannane